(1S,3'R,4'S,5'S,6'R)-5-chloro-6-((5-(2-hydroxyethyl)thiophene-2-yl)methyl)-6'-methyl-3',4',5',6'-tetrahydro-3H-spiro[isobenzofuran-1,2'-pyran]-3',4',5'-triol ClC=1C=C2CO[C@]3(O[C@@H]([C@H]([C@@H]([C@H]3O)O)O)C)C2=CC1CC=1SC(=CC1)CCO